C(C)(C)(C)C=1C=C(N(N1)C1=CC=C(C=C1)CN1CCOCC1)NC(=O)NC1=C(C=C(C=C1)OC1=CC=NC2=C1OCC(N2)=O)C(F)(F)F 1-[5-tert-butyl-2-[4-(morpholinomethyl)phenyl]pyrazol-3-yl]-3-[4-[(3-oxo-4H-pyrido[3,2-b][1,4]oxazin-8-yl)oxy]-2-(trifluoromethyl)phenyl]urea